CCCCC=CC(=O)C OCTENONE